ferrous sulfide [Fe]=S